4H-carbazol-4-one C=1C=CC(C2=C3C=CC=CC3=NC12)=O